FC1C(C2=C(N1)N(N=C2C(F)(F)F)C=2C=CC=C(C#N)C2)O 5-(5-fluoro-4-hydroxy-3-(trifluoromethyl)-5,6-dihydropyrazolo[b]pyrrol-1(4H)-yl)benzonitrile